N1C(=NC2=C1C=CC=C2)CCNC(CC[C@@H](C)[C@H]2CC[C@H]1[C@@H]3CC[C@@H]4C[C@@H](CC[C@@]4([C@H]3C[C@@H]([C@]21C)O)C)O)=O (R)-N-(2-(1H-benzo[d]imidazol-2-yl)ethyl)-4-((3R,5R,8R,9S,10S,12S,13R,14S,17R)-3,12-dihydroxy-10,13-dimethylhexadecahydro-1H-cyclopenta[a]phenanthren-17-yl)pentanamide